COC1=NC=C(C=N1)C(=O)NC1CCC(CC1)NC1=CC=CC=2N1C=C(N2)C(F)(F)F 2-methoxy-N-[(1s,4s)-4-{[2-(trifluoromethyl)imidazo[1,2-a]pyridin-5-yl]amino}cyclohexyl]pyrimidine-5-carboxamide